C(CCCCCCCCCCCCCCCCC)(=O)OCCOC(CCCCCCCCCCCCCCCCC)=O Ethylene distearate